6,6-dimethyl-2-(2-phenylethynyl)-7,8-dihydroquinolin-5-one CC1(C(C=2C=CC(=NC2CC1)C#CC1=CC=CC=C1)=O)C